Uridin-Triacetat [C@]1([C@](O)([C@](O)([C@@H](CO)O1)CC(=O)[O-])CC(=O)[O-])(N1C(=O)NC(=O)C=C1)CC(=O)[O-]